CC1=C(C=CC=2C3=C(C(NC12)=O)CCC3)C(=O)OC methyl 6-methyl-4-oxo-2,3,4,5-tetrahydro-1H-cyclopenta[c]quinoline-7-carboxylate